C(C)(C)(C)C(C(=O)[O-])(C(=O)[O-])CCCCCCC.[Li+].[Li+] Lithium 2-(tert-butyl)-2-heptylpropanedioate